3-allyloxy-2-hydroxyl-1-propanesulfonic acid sodium salt [Na+].C(C=C)OCC(CS(=O)(=O)[O-])O